FC1=C(C=C(C(=C1)F)OC(F)(F)F)NC(OC1=CC=CC=C1)=O phenyl (2,4-difluoro-5-(trifluoromethoxy)phenyl)carbamate